1-methyl-2-nitro-1,2,3,4-tetrahydroisoquinoline CC1N(CCC2=CC=CC=C12)[N+](=O)[O-]